FC1=C(C=CC(=C1)F)S(=O)(=O)NC=1C(=NC=C(C1)C1=CC2=C(N=CN=C2N2[C@H](COCC2)C)S1)OC (S)-2,4-difluoro-N-(2-methoxy-5-(4-(3-methylmorpholino)thieno[2,3-d]pyrimidin-6-yl)pyridin-3-yl)benzenesulfonamide